COC(=O)C1=NC=C2N1C=C(C=C2Cl)SCC2=CC=CC=C2 6-(benzylthio)-8-chloroimidazo[1,5-a]pyridine-3-carboxylic acid methyl ester